(2S,4r)-N-[(3-bromo-5-methoxy-phenyl)methyl]-1-[(2S)-2-(4-cyclopropyltriazol-1-yl)-3,3-dimethyl-butyryl]-4-hydroxy-pyrrolidine-2-carboxamide BrC=1C=C(C=C(C1)OC)CNC(=O)[C@H]1N(C[C@@H](C1)O)C([C@H](C(C)(C)C)N1N=NC(=C1)C1CC1)=O